1-(benzenesulfonyl)-4-chloro-2-(5-methyl-2-thienyl)pyrrolo[2,3-b]pyridine C1(=CC=CC=C1)S(=O)(=O)N1C(=CC=2C1=NC=CC2Cl)C=2SC(=CC2)C